2-((1r,4r)-4-(5-Bromo-6-cyclopropoxy-2H-indazol-2-yl)cyclohexyl)ethan-1-ol BrC1=CC2=CN(N=C2C=C1OC1CC1)C1CCC(CC1)CCO